methyl 2-(2-((3-(4-(((1S,4S)-4-(7-oxa-2-azaspiro[3.5]nonan-2-yl)cyclohexyl)amino)-1-(2,2,2-trifluoroethyl)-1H-indol-2-yl)prop-2-yn-1-yl)amino)-5-(methylsulfonyl) phenoxy)acetate C1N(CC12CCOCC2)C2CCC(CC2)NC2=C1C=C(N(C1=CC=C2)CC(F)(F)F)C#CCNC2=C(OCC(=O)OC)C=C(C=C2)S(=O)(=O)C